C1(=CC=CC=C1)C1=C2C=CC=CC2=C(C2=CC=CC=C12)C1=CC=C(C=C1)C=1C=CC(=NC1C1=CC=C(C=C1)C=1C2=CC=CC=C2C(=C2C=CC=CC12)C1=CC=CC=C1)C1=NC=CC=C1 5,6-bis[4-(10-phenyl-9-anthryl)phenyl]-2,2'-bipyridine